N1(N=NN=C1)C[C@H](C)OC1=C(C#N)C=CC(=C1)C=1C=NC(=NC1)NC=1C(=NN(C1)C1CCC(CC1)N1CCOCC1)OCC(COC)C 2-(((S)-1-(1H-tetrazol-1-yl)propan-2-yl)oxy)-4-(2-((3-(3-methoxy-2-methylpropoxy)-1-((1r,4r)-4-morpholinocyclohexyl)-1H-pyrazol-4-yl)amino)pyrimidin-5-yl)benzonitrile